(E)-4-nitrobenzaldehyde O-(2-chloro-6-((4,6-dimethoxypyrimidin-2-yl)thio)benzoyl) oxime ClC1=C(C(=O)O\N=C\C2=CC=C(C=C2)[N+](=O)[O-])C(=CC=C1)SC1=NC(=CC(=N1)OC)OC